(3S)-N-[2-[6-[[5-(5-fluoropyrimidin-4-yl)thiazol-2-yl]amino]imidazo[4,5-c]pyridin-1-yl]ethyl]morpholine-3-carboxamide FC=1C(=NC=NC1)C1=CN=C(S1)NC1=CC2=C(C=N1)N=CN2CCNC(=O)[C@H]2NCCOC2